C(CCC)[C@@]1(CS(C2=C1[C@@H]([C@H](C=C2N(C)C)C=2C=C(C=CC2)NC(CCCCNC[C@H](O)[C@@H](O)[C@H](O)[C@H](O)CO)=O)O)(=O)=O)CC 1-[[5-[[3-[(3S,4R,5R)-3-butyl-7-(dimethylamino)-3-ethyl-2,3,4,5-tetrahydro-4-hydroxy-1,1-dioxo-1-benzothien-5-yl]phenyl]amino]-5-oxopentyl]amino]-1-deoxy-D-glucitol